potassium hydrogen hemisulfate S(=O)(=O)(O)[O-].[K+]